3,3'-diamino-4,4'-dicarboxybiphenyl NC=1C=C(C=CC1C(=O)O)C1=CC(=C(C=C1)C(=O)O)N